tert-butyl 3-(5-(3-cyano-6-(2-hydroxy-2-methylpropyloxy) pyrazolo[1,5-a]pyridin-4-yl) pyrazin-2-yl)-3,6-diazabicyclo[3.1.1]heptane-6-carboxylate C(#N)C=1C=NN2C1C(=CC(=C2)OCC(C)(C)O)C=2N=CC(=NC2)N2CC1N(C(C2)C1)C(=O)OC(C)(C)C